C1=CC(=CC(=C1)N)CC2=CC=C(C=C2)N 3,4'-Diaminodiphenylmethane